C(C)(=O)O.FC=1C(=C(C=CC1F)C(=O)N1CC(C1)(O)CNNC)NC1=C(C=C(C=C1)I)F 1-({3,4-difluoro-2-[(2-fluoro-4-iodophenyl)amino]phenyl}carbonyl)-3-[(2-methylhydrazino)methyl]azetidin-3-ol acetate salt